tert-Butyl-N-[6-[[3-(Diethylcarbamoyl)-6,7-dihydroxy-5-nitro-naphthalin-2-carbonyl]-ethyl-amino]hexyl]carbamat C(C)(C)(C)OC(NCCCCCCN(CC)C(=O)C1=CC2=CC(=C(C(=C2C=C1C(N(CC)CC)=O)[N+](=O)[O-])O)O)=O